trimethylolcyclopentane C(O)C1C(CCC1)(CO)CO